C1(=CC=CC=C1)CC(C)(C1=CC=CC=C1)C1=C(C=CC(=C1)C(C)(CC1=CC=CC=C1)C1=CC=CC=C1)O 2,4-bis(1-phenylmethyl-1-phenylethyl)phenol